OCCCCC=1N(C=C[NH+]1)C (4-hydroxybutyl)-1-methyl-1H-imidazol-3-ium